3-(4-((3-fluorophenyl)ethynyl)phenyl)-5-(1-methylpiperidin-4-yl)-1,2,4-oxadiazole FC=1C=C(C=CC1)C#CC1=CC=C(C=C1)C1=NOC(=N1)C1CCN(CC1)C